C[C@@]12CCC[C@@]3([C@@H]1CCC45[C@H]3CCC(C4)[C@](C5)(C)O)COC2 16-hydroxy-19,20-epoxy-kaurane